(1R,2R,3S,4R)-4-amino-1,2,3-cyclopentanetriol N[C@H]1[C@@H]([C@@H]([C@@H](C1)O)O)O